4-methoxymethyl-2-methyl-3,5,6-trifluorobenzyl (1R)-trans-3-[(E)-(2-methoxycarbonyl-1-propenyl)]-2,2-dimethylcyclopropanecarboxylate COC(=O)/C(=C/[C@H]1C([C@@H]1C(=O)OCC1=C(C(=C(C(=C1F)F)COC)F)C)(C)C)/C